C(C)SC=1C(=C(C=O)C=C(C1)N1CC2=CC=C(C=C2CC1)F)[N+](=O)[O-] 3-(Ethylsulfanyl)-5-(6-fluoro-3,4-dihydroisoquinolin-2(1H)-yl)-2-nitrobenzaldehyde